(S)-N'-((1,2,3,5,6,7-hexahydro-s-indacen-4-yl)carbamoyl)-2-(2-meth-oxypropan-2-yl)thiazole-5-sulfonimidamide C1CCC2=C(C=3CCCC3C=C12)NC(=O)N=[S@@](=O)(N)C1=CN=C(S1)C(C)(C)OC